N-(2-amino-4-(propyl(4-(trifluoromethyl)benzyl)amino)phenyl)heptanamide NC1=C(C=CC(=C1)N(CC1=CC=C(C=C1)C(F)(F)F)CCC)NC(CCCCCC)=O